CNC(=O)C1=CC=2N(C=C1)C(=NN2)C(=O)N2CCC(CC2)C2=C(C=CC=C2)C(F)(F)F N-methyl-3-(4-(2-(trifluoromethyl)phenyl)piperidine-1-carbonyl)-[1,2,4]triazolo[4,3-a]pyridine-7-carboxamide